4,7-difluorobenzothiadiazole FC1=CC=C(C2=C1N=NS2)F